C(C)(C)(C)OC(=O)N1C(CCC1)C(C)C propane-2-ylpyrrolidine-1-carboxylic acid tert-butyl ester